C1(CC1)C=1N=CN(C1)C1=CC2=C(C(NC2=O)(C)C)S1 (4-cyclopropyl-1H-imidazol-1-yl)-6,6-dimethyl-5,6-dihydro-4H-thieno[2,3-c]pyrrol-4-one